O[C@@H](C(=O)O)CCCC |r| DL-ALPHA-HYDROXYCAPROIC ACID